P(SCCC)(Cl)(Cl)=O S-Propyl phosphorodichloridothioate